C(CCC)C1(OC2=C(C(C1)=O)C=C(C=C2)C2=NC(=NO2)C=2C=NC=CC2)CCCC 2,2-dibutyl-6-[3-(pyridin-3-yl)-1,2,4-oxadiazol-5-yl]-3,4-dihydro-2H-1-benzo-pyran-4-one